C(ON1C(CCC1=O)=O)(OCC1=NOC(=C1)C(F)(F)F)=O 2,5-dioxopyrrolidin-1-yl ((5-(trifluoromethyl)isoxazol-3-yl)methyl) carbonate